NC1=C(C=2C(=NC=C(C2S1)F)C=1C2=C(C=3C=NC(=NC3C1F)N1C[C@H](CC1)N1CC(OCC1)CN(C)C)COC2)C#N 2-Amino-4-(3-((3S)-3-(2-((dimethylamino)methyl)morpholino)pyrrolidin-1-yl)-5-fluoro-7,9-dihydrofuro[3,4-f]quinazolin-6-yl)-7-fluorothieno[3,2-c]pyridine-3-carbonitrile